C1(CC1)N1N=CC2=CC=C(C(=C12)C1=C(C=C2C(=NC(=NC2=C1F)N1CC(C1)N(C)C)N1C[C@H](N(C[C@@H]1C)C(C=C)=O)C)C(F)(F)F)C 1-((2R,5S)-4-(7-(1-cyclopropyl-6-methyl-1H-indazol-7-yl)-2-(3-(dimethylamino)azetidin-1-yl)-8-fluoro-6-(trifluoromethyl)quinazolin-4-yl)-2,5-dimethylpiperazin-1-yl)prop-2-en-1-one